2-[5-amino-3-(4-cyanophenyl)-1H-pyrazol-1-yl]thiazole-4-carboxylic acid ethyl ester C(C)OC(=O)C=1N=C(SC1)N1N=C(C=C1N)C1=CC=C(C=C1)C#N